Cl.N1N=C(C2=C1CNCC2)C=O (4,5,6,7-tetrahydro-1H-pyrazolo[3,4-c]Pyridin-3-yl)methanone hydrochloride